(4-(3-amino-6-(1-isobutyrylpiperidin-4-yl)-1H-pyrazolo[3,4-b]pyridin-4-yl)phenyl)-1-isopropyl-2,4-dioxo-3-(pyridin-2-yl)-1,2,3,4-tetrahydropyrimidine-5-carboxamide NC1=NNC2=NC(=CC(=C21)C2=CC=C(C=C2)C2=C(C(N(C(N2C(C)C)=O)C2=NC=CC=C2)=O)C(=O)N)C2CCN(CC2)C(C(C)C)=O